9-(2,4-Difluorophenyl)-2,3-dimethyl-7-(2-oxotetrahydro-2H-pyran-4-yl)-4H-pyrazino[1,2-a]pyrimidin-4-one FC1=C(C=CC(=C1)F)C1=NC(=CN2C1=NC(=C(C2=O)C)C)C2CC(OCC2)=O